2-Chloro-N-(2-chloro-3-{(4S)-2-imino-4-methyl-1-[(2R*,4R*)-2-methyltetrahydropyran-4-yl]-6-oxo-hexahydropyrimidin-4-yl}phenyl)-benzamide hydrochloride Cl.ClC1=C(C(=O)NC2=C(C(=CC=C2)[C@]2(NC(N(C(C2)=O)[C@H]2C[C@H](OCC2)C)=N)C)Cl)C=CC=C1 |o1:20,22|